2-isopropyl-6-(6-methylpyridin-2-yl)-N4-(3-(methylsulfonyl)phenyl)-1,3,5-triazine-2,4-diamine C(C)(C)C1(NC(=NC(=N1)NC1=CC(=CC=C1)S(=O)(=O)C)C1=NC(=CC=C1)C)N